C(C)(C)(C)OC(=O)N[C@H](C(=O)O)C1CC12CCC2 (2S)-2-(tert-butoxycarbonyl-amino)-2-spiro[2.3]hexan-2-yl-acetic acid